C[C@@H]1CC2=C(NC3=CC=CC=C23)[C@H](N1CC(F)(F)F)C1=CN=C(S1)C[C@H]1CN(CC1)CCC 5-((1S,3R)-3-Methyl-2-(2,2,2-trifluoroethyl)-2,3,4,9-tetrahydro-1H-pyrido[3,4-b]indol-1-yl)-2-(((S)-1-propylpyrrolidin-3-yl)methyl)thiazole